(S)-6-(1-(1-(4-hydroxybenzyl)-2-oxopyrrolidin-3-yl)piperidin-4-yl)benzo[d]oxazol-2(3H)-one OC1=CC=C(CN2C([C@H](CC2)N2CCC(CC2)C2=CC3=C(NC(O3)=O)C=C2)=O)C=C1